C(CC(C)C)C1=NC(=NO1)NCC1=C(N=NN1C)C1=CC=C(C=N1)O[C@@H]1C[C@H](CCC1)C(=O)O (1S,3S)-3-((6-(5-(((5-isopentyl-1,2,4-oxadiazol-3-yl)amino)methyl)-1-methyl-1H-1,2,3-triazol-4-yl)pyridin-3-yl)oxy)cyclohexane-1-carboxylic acid